methyl-3-((4,4-difluorotetrahydrofuran-3-yl)amino)-4-nitrophenolate CC1=C(C=CC(=C1NC1COCC1(F)F)[N+](=O)[O-])[O-]